HEXAHYDRO-2-OXO-1H-THIENO[3,4-D]IMIDAZOL O=C1NC2C(N1)CSC2